5-fluoro-2-adamantanamine FC12CC3C(C(CC(C1)C3)C2)N